C1(=CC=CC2=CC=CC=C12)C1=C(SC(=C1C)C=1SC2=C(N1)C=CC=C2)C=2SC1=C(N2)C=CC=C1 3-Naphthyl-4-methyl-2,5-bis(benzothiazol-2-yl)thiophene